C(C)(C)(C)C=1C=C(C=C(C1)F)N1N(C(C=2C1=NC(=NC2)NC2=CC=C1CCN(CC1=C2)C(=O)OC(C)(C)C)=O)C(C)C tert-butyl 7-((1-(3-(tert-butyl)-5-fluorophenyl)-2-isopropyl-3-oxo-2,3-dihydro-1H-pyrazolo[3,4-d]pyrimidin-6-yl)amino)-3,4-dihydroisoquinoline-2(1H)-carboxylate